C(C=C)(=O)N1CCN(CC1)C1=NC=NC2=CC(=C(C=C12)Cl)C=1C=CC=C2C=CC(NC12)=O 8-(4-(4-acryloyl-piperazin-1-yl)-6-chloro-quinazolin-7-yl)quinolin-2(1H)-one